N-(2',3'-di(9H-carbazol-9-yl)-[1,1'-biphenyl]-3-yl)-[1,1'-biphenyl]-2-amine C1=CC=CC=2C3=CC=CC=C3N(C12)C1=C(C=CC=C1N1C2=CC=CC=C2C=2C=CC=CC12)C1=CC(=CC=C1)NC=1C(=CC=CC1)C1=CC=CC=C1